3-methyl-2,3,4,5-tetrahydro-1H-benzo[d]azepin-7-amine CN1CCC2=C(CC1)C=C(C=C2)N